4-hydroxy-5,6,8,9-tetrahydro-7H-pyrimido[4,5-d]azepine OC1=NC=NC=2CCNCCC21